8-chloro-1-[4-(pyridin-2-yl)piperazin-1-yl]-4H-[1,2,4]triazolo[4,3-a][1]benzazepin ClC=1C=CC2=C(C=CCC=3N2C(=NN3)N3CCN(CC3)C3=NC=CC=C3)C1